BrC=1C=CC(=C(C=NC(C(=O)O)CC2=CC=C(C=C2)O)C1)O 2-(5-bromo-2-hydroxy-benzylideneamino)-3-(4-hydroxyphenyl)-propanoic acid